(S)-3-(3-chloro-4-fluorophenyl)-1-(8-cyano-6-oxo-1,4,5,6-tetrahydro-2H-pyrano[3,4-c]isoquinolin-1-yl)-1-ethylurea ClC=1C=C(C=CC1F)NC(N(CC)[C@@H]1COCC=2NC(C=3C=C(C=CC3C21)C#N)=O)=O